N=1N(N=CC1)C=1C=CC(=NC1)CN (5-(2H-1,2,3-triazol-2-yl)pyridin-2-yl)methanamine